FC1=C(/C=C/S(=O)(C2=NC=CC=C2)=N)C=CC=C1 (E)-(2-fluorostyryl)(imino)(pyridin-2-yl)-λ6-sulfanone